4-(3-(2-(1H-indole-2-carbonyl)hydrazino)-3-oxoprop-1-en-1-yl)-1-hexylpyridin N1C(=CC2=CC=CC=C12)C(=O)NNC(C=CC1=CCN(C=C1)CCCCCC)=O